NCCCCN(C1=C2CN(C(C2=CC=C1)=O)C1C(NC(CC1)=O)=O)C\C=C/C (Z)-3-(4-((4-aminobutyl)(but-2-en-1-yl)amino)-1-oxoisoindolin-2-yl)piperidine-2,6-dione